((4-bromo-3-oxopentanoyl-5,5,5-d3)oxy)methylium BrC(C(CC(=O)O[CH2+])=O)C([2H])([2H])[2H]